NO.[N+](=O)([O-])NN1C(N=NC1N)=C1N=NC(=N1)N[N+](=O)[O-] 4,5'-dinitroamino-5-amino-3,3'-bi-1,2,4-triazole hydroxylamine salt